CN1CCC(CC1)C1=CC=C(C=C1)C=1C=CC=2N=CN(C(C2N1)=O)C(C(=O)O)C1=CC=CC=C1 2-(6-(4-(1-Methylpiperidin-4-yl)-phenyl)-4-oxopyrido[3,2-d]pyrimidin-3(4H)-yl)-2-phenyl-acetic acid